BrC1=C2C(=CN=C1NC1CCN(CC1)C)SC(=C2F)C#N 4-bromo-3-fluoro-5-[(1-methylpiperidin-4-yl)amino]thieno[2,3-c]pyridine-2-carbonitrile